C1(CC1)C(=O)N1CCC(CC1)OC(CN1C(N(C(C2=C1SC=C2C)=O)C(C(=O)OC(C)(C)C)(C)C)=O)C2=C(C=CC=C2)OC tert-butyl 2-(1-(2-((1-(cyclopropylformyl) piperidin-4-yl) oxy)-2-(2-methoxyphenyl) ethyl)-5-methyl-2,4-dioxo-1,4-dihydrothieno[2,3-d]pyrimidin-3(2H)-yl)-2-methylpropionate